N,N-dibenzyl-4-iodobenzamide C(C1=CC=CC=C1)N(C(C1=CC=C(C=C1)I)=O)CC1=CC=CC=C1